N-(4-(4-(2-(benzo[d]oxazol-2-yl)acetamido)-2,5-difluorophenoxy)pyridin-2-yl)cyclopropanecarboxamide O1C(=NC2=C1C=CC=C2)CC(=O)NC2=CC(=C(OC1=CC(=NC=C1)NC(=O)C1CC1)C=C2F)F